Chroman-3-yl(1-(2-(dimethylamino)ethyl)-6-(5-(trifluoromethyl)-1H-pyrazol-4-yl)-1H-indazol-3-yl)methanone O1CC(CC2=CC=CC=C12)C(=O)C1=NN(C2=CC(=CC=C12)C=1C=NNC1C(F)(F)F)CCN(C)C